COC(=O)C1=C(NC(=C1)C1=C2C(=NC=C1)N(C=C2)S(=O)(=O)C2=CC=CC=C2)C2=C(C=C(C=C2)C)Cl 2-(2-chloro-4-methylphenyl)-5-[1-(benzenesulfonyl)-1H-pyrrolo[2,3-b]pyridin-4-yl]-1H-pyrrole-3-carboxylic acid methyl ester